normal Butyl methacrylate C(C(=C)C)(=O)OCCCC